1-(3-((5-chloro-2-((5-chloro-2-methoxy-4-(4-methylpiperazin-1-yl)phenyl)amino)pyrimidin-4-yl)amino)pyridin-2-yl)piperidin-2-one ClC=1C(=NC(=NC1)NC1=C(C=C(C(=C1)Cl)N1CCN(CC1)C)OC)NC=1C(=NC=CC1)N1C(CCCC1)=O